N-(3-chloro-4-(4-(piperidine-4-carbonyl)piperazine-1-carbonyl)phenyl)-5-(1-cyclobutyl-3-(trifluoromethyl)-1H-pyrazol-4-yl)-1-methyl-1H-imidazole-2-carboxamide hydrochloride Cl.ClC=1C=C(C=CC1C(=O)N1CCN(CC1)C(=O)C1CCNCC1)NC(=O)C=1N(C(=CN1)C=1C(=NN(C1)C1CCC1)C(F)(F)F)C